OCC(C(=O)SCCNC(CCNC([C@@H](C(COP(OP(OC[C@@H]1[C@H]([C@H]([C@@H](O1)N1C=NC=2C(N)=NC=NC12)O)OP(=O)(O)O)(=O)O)(=O)O)(C)C)O)=O)=O)(CCC(=O)O)C hydroxymethyl-methylglutaryl-coenzyme A